FC1=C(C=C2CCC(NC2=C1)=O)NC(=O)C1=C(N=CS1)C1=CC(=CC=C1)F N-(7-fluoro-2-oxo-1,2,3,4-tetrahydroquinolin-6-yl)-4-(3-fluorophenyl)thiazole-5-carboxamide